ClC1=NC=C(C(=O)N)C(=C1)N1C[C@H](CCC1)O (S)-6-chloro-4-(3-hydroxypiperidin-1-yl)nicotinamide